C(C)(C)(C)OC(=O)N1CCC(=CC1)B1OC(C(O1)(C)C)(C)C.ClC1=NC=CC(=N1)C=1NC2=CC=C(C=C2C1)F 2-chloro-4-(5-fluoroindolyl)pyrimidine tert-butyl-4-(4,4,5,5-tetramethyl-1,3,2-dioxaborolan-2-yl)-3,6-dihydro-2H-pyridine-1-carboxylate